8-((3-bromobenzyl)sulfonyl)-1,3,7-trimethyl-1H-purine-2,6(3H,7H)-dione BrC=1C=C(CS(=O)(=O)C2=NC=3N(C(N(C(C3N2C)=O)C)=O)C)C=CC1